7-[[5-[5-(difluoromethyl)-1,3,4-oxadiazol-2-yl]-4-[[(1S)-2-hydroxy-1-phenyl-ethyl]amino]pyrimidin-2-yl]amino]-2-methyl-1,4-dihydroisoquinolin-3-one FC(C1=NN=C(O1)C=1C(=NC(=NC1)NC1=CC=C2CC(N(CC2=C1)C)=O)N[C@H](CO)C1=CC=CC=C1)F